C[Se] Se-methyl-selenium